1-(difluoro(2-(trifluoromethyl)phenyl)methyl)bicyclo[1.1.1]pentane FC(C12CC(C1)C2)(C2=C(C=CC=C2)C(F)(F)F)F